5-((2-cyanophenyl)amino)-3-(methylsulfanyl)-1,2,4-triazine-6-carboxylic acid ethyl ester C(C)OC(=O)C1=C(N=C(N=N1)SC)NC1=C(C=CC=C1)C#N